CC1=C(OC[C@H]2N(C(OC2)(C)C)C(=O)OC(C)(C)C)C=CC(=C1)C |r| tert-butyl rac-4-[(2,4-dimethylphenoxy)methyl]-2,2-dimethyl-oxazolidine-3-carboxylate